2-(3-{[(2S)-1,4-dioxan-2-yl]methoxy}pyridin-4-yl)-3-(3-fluoro-2-methoxyanilino)-1,5,6,7-tetrahydro-4H-pyrrolo[3,2-c]pyridin-4-one O1[C@@H](COCC1)COC=1C=NC=CC1C1=C(C=2C(NCCC2N1)=O)NC1=C(C(=CC=C1)F)OC